S1C=NC2=C1C=C(C=C2)\C=C/2\C(N(C(=N2)SC)C2CCC2)=O (5Z)-5-(1,3-benzothiazol-6-ylmethylene)-3-cyclobutyl-2-methylsulfanyl-imidazol-4-one